C1(CCCC1)NC=1C=C(C=C2C=C(NC12)C1=CC=CC=C1)COCCOCC N-cyclopentyl-5-(2-ethoxyethoxymethyl)-2-phenyl-1H-indol-7-amine